Methyl 2-fluoro-9-(4-((1-(3-fluoropropyl)azetidin-3-yl)methyl)phenyl)-6,7-dihydro-5H-benzo[7]annulene-3-carboxylate FC=1C(=CC2=C(C(=CCCC2)C2=CC=C(C=C2)CC2CN(C2)CCCF)C1)C(=O)OC